(2S)-2-[bis(methylsulfanyl)methyleneamino]propenamide CSC(SC)=NC(C(=O)N)=C